1-[2-(pyridin-2-yl)acetyl]pyrrolidine-2-carboxamide N1=C(C=CC=C1)CC(=O)N1C(CCC1)C(=O)N